BrC1=CC=C(C=C1)C1=NC(=C(C(=O)OC)C=C1)C methyl 6-(4-bromo-phenyl)-2-methyl-nicotinate